Methyl 2-([1-(2-bromophenyl)-5-(1-ethyl-1H-indazol-6-yl)-1H-pyrazol-3-yl]methoxy)-2-methylpropanoate BrC1=C(C=CC=C1)N1N=C(C=C1C1=CC=C2C=NN(C2=C1)CC)COC(C(=O)OC)(C)C